C(C)C1=CSC2=C1CC(CC2)NC(OC(C)(C)C)=O tert-butyl N-(3-ethyl-4,5,6,7-tetrahydrobenzothiophen-5-yl)carbamate